2-methyl-6-[4-methyl-3-(methylamino)phenyl]-N-[(1R)-1,2,3,4-tetrahydronaphthalen-1-yl]pyrimidin CC1N(C(=CC=N1)C1=CC(=C(C=C1)C)NC)[C@@H]1CCCC2=CC=CC=C12